FC1=CC=C(C=C1)[C@@H](CCO)C1CCN(CC1)C(=O)N1C[C@@H]2[C@@H](OCC(N2)=O)CC1 |o1:7| (-)-(4aR,8aS)-6-(4-((S or R)-1-(4-Fluorophenyl)-3-hydroxypropyl)piperidine-1-carbonyl)hexahydro-2H-pyrido[4,3-b][1,4]oxazin-3(4H)-one